FC(CC)(F)C=1C=C(C=CC1)NC(=O)C=1[N+](=C(NC1C)C=1C=C(C(=CC1)OC)C1=C(C=CC=C1C(F)(F)F)C(F)(F)F)[O-] 4-((3-(1,1-difluoropropyl)phenyl)carbamoyl)-2-(6-methoxy-2',6'-bis(trifluoromethyl)-[1,1'-biphenyl]-3-yl)-5-methyl-1H-imidazole 3-oxide